(5S,7S)-7-((3H-imidazo[4,5-c]pyridin-3-yl)methyl)-3-(5-(2-hydroxypropane-2-yl)pyrazin-2-yl)-7-methyl-1-oxo-3-azaspiro[4.5]decan-2-one N1=CN(C=2C=NC=CC21)C[C@@]2(C[C@]1(CN(C(C1=O)=O)C1=NC=C(N=C1)C(C)(C)O)CCC2)C